COC(=O)C=1C(=NNC1)COC methyl-3-(methoxymethyl)-1H-pyrazole-4-carboxylate